1-{3-cyclopropyl-2-fluoro-5-[(oxetan-4-yl)oxy]phenyl}-3-[(1-ethyl-1H-pyrazol-4-yl)methyl]pyridin-2(1H)-one C1(CC1)C=1C(=C(C=C(C1)OC1CCO1)N1C(C(=CC=C1)CC=1C=NN(C1)CC)=O)F